bis-epoxyhexane C12C(CCCC)(O1)O2